1-((3'-(1-Cyanocyclopropyl)-[1,1'-biphenyl]-4-yl)methyl)-3-(2-ethynyl-thiazol-4-yl)urea C(#N)C1(CC1)C=1C=C(C=CC1)C1=CC=C(C=C1)CNC(=O)NC=1N=C(SC1)C#C